7-bromo-6-chloro-1-(benzenesulfonyl)-1H-indole BrC=1C(=CC=C2C=CN(C12)S(=O)(=O)C1=CC=CC=C1)Cl